COC(=O)C=1C=C2C(=NC1F)N(C=C2)C.C(C2=CC=CC=C2)N2C(COCC2C(F)F)=O 4-benzyl-5-(difluoromethyl)morpholin-3-one methyl-6-fluoro-1-methyl-pyrrolo[2,3-b]pyridine-5-carboxylate